1-(6-chloro-3-((1-(8-methyl-6-oxo-4,5-dihydro-3H,6H-2,2a,5a-triazaaceanthrylen-10-yl)ethyl)amino)pyridin-2-yl)-N-methylpiperidine-4-carboxamide ClC1=CC=C(C(=N1)N1CCC(CC1)C(=O)NC)NC(C)C=1C=C(C=C2C(N3CCCN4N=CC(C12)=C43)=O)C